FC1=C(C=CC=C1F)NC1=NC=NC2=CC(=CC=C12)C(=O)NCCCCCCNC=1C2=CC=CC=C2N=C2CCCCC12 4-((2,3-difluorophenyl)amino)-N-(6-((1,2,3,4-tetrahydroacridin-9-yl)amino)hexyl)quinazoline-7-carboxamide